CN(C1C[C@H]2CC[C@@H](C1)N2C(=O)OC(C)(C)C)C=2N=NC(=CN2)C2=C1C=NN(C1=C(C=C2)N2N=CC=C2)COCC[Si](C)(C)C tert-butyl (1R,5S)-3-[methyl-[6-[7-pyrazol-1-yl-1-(2-trimethylsilyl ethoxymethyl)indazol-4-yl]-1,2,4-triazin-3-yl]amino]-8-azabicyclo[3.2.1]octane-8-carboxylate